N-methyl-3-morpholinylmethylamine CNCC1NCCOC1